FC1(CCC(CC1)C(C(=O)NC1=CC=C(C=C1)C=1C(=NNC1C)C)C1=NN=C(N1)C=1C=NC=C(C1)OC)F 2-(4,4-difluorocyclohexyl)-N-[4-(3,5-dimethyl-1H-pyrazol-4-yl)phenyl]-2-[5-(5-methoxy-3-pyridyl)-4H-1,2,4-triazol-3-yl]acetamide